O=C(C(=O)N)CC[C@@H]1C(NCC1)=O 2-oxo-4-[(3S)-2-oxopyrrolidin-3-yl]butanamide